N-isobutyl-2-methylsulfonyl-N-[3-[methyl-[[1-(2-trimethylsilylethoxymethyl)imidazol-4-yl]methyl]amino]phenyl]benzamide C(C(C)C)N(C(C1=C(C=CC=C1)S(=O)(=O)C)=O)C1=CC(=CC=C1)N(CC=1N=CN(C1)COCC[Si](C)(C)C)C